CC1=C(C(C(=C1C)C)C)C1=CC=C(C=C1)O 4-(2,3,4,5-tetramethylcyclopenta-1,3-dien-1-yl)phenol